ClC1=C(N)C(=CC(=C1)C1CC1)C 2-chloro-4-cyclopropyl-6-methyl-aniline